5-((3-amino-7-bromo-2-chloro-8-fluoro-6-iodoquinolin-4-yl)amino)-2-azabicyclo[2.1.1]hexane-2-carboxylate NC=1C(=NC2=C(C(=C(C=C2C1NC1C2CN(C1C2)C(=O)[O-])I)Br)F)Cl